C(C=C)N1N(C2=NC(=NC=C2C1=O)NC=1C=C2C(=NNC2=CC1)Cl)C1=NC(=CC=C1)OC1CCNCC1 2-allyl-6-((3-chloro-1H-indazol-5-yl)amino)-1-(6-(piperidin-4-yloxy)pyridin-2-yl)-1,2-dihydro-3H-pyrazolo[3,4-d]pyrimidin-3-one